C1(CCCCC1)C1=C(C=C(CN2N=C(C(=C2)C(=O)O)COC)C=C1)C(F)(F)F 1-(4-cyclohexyl-3-(trifluoromethyl)benzyl)-3-(methoxymethyl)-1H-pyrazole-4-carboxylic acid